O=C1N(CCC(N1)=O)C=1C=CC(=NC1)N1CCC(CC1)C=O 1-(5-(2,4-dioxotetrahydropyrimidin-1(2H)-yl)pyridin-2-yl)piperidine-4-carbaldehyde